4-(3-((2R,6R)-1-acetyl-4-acryloyl-6-methylpiperazin-2-yl)-5-chloro-2-fluorophenyl)-N-methylpicolinamide C(C)(=O)N1[C@@H](CN(C[C@H]1C)C(C=C)=O)C=1C(=C(C=C(C1)Cl)C1=CC(=NC=C1)C(=O)NC)F